ethylene glycol bis(thioacetate) C(C)(=S)OCCOC(C)=S